1-(±)-Allyl 2-(4-acetoxycyclohexyl)-2-[4-[3-[tert-butylsulfinyl(2-trimethylsilylethoxymethyl)amino]oxetan-3-yl]phenyl]acetate C(C)(=O)OC1CCC(CC1)C(C(=O)OCC=C)C1=CC=C(C=C1)C1(COC1)N(COCC[Si](C)(C)C)S(=O)C(C)(C)C